BrC1=CC=CC(=N1)NC([C@H](C(C)C)NC(CN1N=C(C2=CC=CC=C12)C(=O)N)=O)=O (S)-1-(2-((1-((6-bromopyridin-2-yl)amino)-3-methyl-1-oxobutan-2-yl)amino)-2-oxoethyl)-1H-indazole-3-carboxamide